(S)-2-chloro-N-(5-chloro-6-(4-(hydroxymethyl)-2H-1,2,3-triazol-2-yl)pyridin-3-yl)-8,8-dimethyl-7,8-dihydro-6H-cyclopenta[e]pyrazolo[1,5-a]pyrimidine-6-carboxamide ClC1=NN2C(N=CC3=C2C(C[C@@H]3C(=O)NC=3C=NC(=C(C3)Cl)N3N=CC(=N3)CO)(C)C)=C1